C(C)(C)(C)OC(=O)NC1=NOC(=C1)C(=O)O 3-(tert-butoxycarbonylamino)isoxazole-5-carboxylic acid